5-((4-Fluorophenoxy)methyl)-4-(2-methylpyridin-4-yl)-N-(4-(methylsulfonyl)phenyl)thiazol-2-amine FC1=CC=C(OCC2=C(N=C(S2)NC2=CC=C(C=C2)S(=O)(=O)C)C2=CC(=NC=C2)C)C=C1